4-[(2S)-2-(4-chloro-2-fluorophenyl)-2-methyl-1,3-benzodioxol-4-yl]piperidine ClC1=CC(=C(C=C1)[C@@]1(OC2=C(O1)C=CC=C2C2CCNCC2)C)F